FC1=C(C=CC(=C1)F)C1C(NC=2C=C(C=C(C2C1=O)C(=O)OC)F)C1CN(CC1)CCOC methyl 3-(2,4-difluorophenyl)-7-fluoro-2-[1-(2-methoxyethyl) pyrrolidin-3-yl]-4-oxo-2,3-dihydro-1H-quinoline-5-carboxylate